The molecule is a hydrochloride salt that is the monohydrochloride of sotalol. It has both beta-adrenoreceptor blocking (Vaughan Williams Class II) and cardiac action potential duration prolongation (Vaughan Williams Class III) antiarrhythmic properties. It is used (usually as the hydrochloride salt) for the management of ventricular and supraventricular arrhythmias. It has a role as a beta-adrenergic antagonist and an anti-arrhythmia drug. It contains a sotalol(1+). CC(C)NCC(C1=CC=C(C=C1)NS(=O)(=O)C)O.Cl